Geranyl propionate ((E)-3,7-dimethylocta-2,6-dien-1-yl propionate) C\C(=C/CC(C(=O)O)C)\CCC=C(C)C.C(CC)(=O)OC\C=C(/C)\CCC=C(C)C